4-methyl-4,5,6,7-tetrahydro-[1,2,3]oxadiazolo[3,4-a]pyridin-8-ium-3-olate CC1C=2[N+](CCC1)=NOC2[O-]